3-(benzyloxycarbonylamino)-3-ethyl-piperidine-1-carboxylic acid tert-butyl ester C(C)(C)(C)OC(=O)N1CC(CCC1)(CC)NC(=O)OCC1=CC=CC=C1